C(C)(C)(C)OOC(C)(CCCCCCCC)OOC(C)(C)C 2,2-bis(t-butylperoxy)decane